Br.N=C1SC2=C(N1CC(=O)C1=CC=C(C=C1)N1CCCC1)CCC2 2-(2-Imino-5,6-dihydro-2H-cyclopenta[d]thiazol-3(4H)-yl)-1-(4-(pyrrolidin-1-yl)phenyl)ethan-1-one hydrogen bromide